2-(3,5-Dibromophenyl)pyrimidine dimethyl-1-(4-fluorophenyl)-4,4-dimethyl-5-oxo-4,5-dihydro-1H-pyrrole-2,3-dicarboxylate COC(=O)C=1N(C(C(C1C(=O)OC)(C)C)=O)C1=CC=C(C=C1)F.BrC=1C=C(C=C(C1)Br)C1=NC=CC=N1